N-adamantan-1-yl-N-(4-nitro-3-methyl-phenyl)-acetamide C12(CC3CC(CC(C1)C3)C2)N(C(C)=O)C2=CC(=C(C=C2)[N+](=O)[O-])C